triurethane dimethacrylate C(C(=C)C)(=O)O.C(C(=C)C)(=O)O.NC(=O)OCC.NC(=O)OCC.NC(=O)OCC